N-hydroxy-2-(6-(trifluoromethyl)pyridin-2-yl)isoindoline-4-carboxamide ONC(=O)C=1C=2CN(CC2C=CC1)C1=NC(=CC=C1)C(F)(F)F